O=C1C=2SC=C3OCCCC(=C(N1)C(=O)OCC)C32 ethyl 5-oxo-12-oxa-3-thia-6-azatricyclo[6.4.1.04,13]trideca-1,4(13),7-tri-ene-7-carboxylate